FC1=C(C=C(C=C1)F)N1C(C(=C2N1CCCC2)C(=O)NC2=CC(=C(C=C2)OC2=NC=NC1=CC(=C(C=C21)OC)OC)Cl)=O (2,5-difluorophenyl)-N-(4-((6,7-dimethoxyquinazolin-4-yl)oxy)-3-chlorophenyl)-2-oxo-1,2,4,5,6,7-hexahydropyrazolo[1,5-a]pyridine-3-carboxamide